4-(butylamino)cyclohexanone C(CCC)NC1CCC(CC1)=O